N-(2-(2-(2H-tetrazol-5-yl)phenyl)-6-(benzyl(propyl)amino)pyridin-4-yl)-2-(4-(methylsulfonyl)phenyl)acetamide N=1NN=NC1C1=C(C=CC=C1)C1=NC(=CC(=C1)NC(CC1=CC=C(C=C1)S(=O)(=O)C)=O)N(CCC)CC1=CC=CC=C1